ClC1=CC=C(OC=2C=CC(=C(C2)B(O)O)C=O)C=C1 (5-(4-chlorophenoxy)-2-formylphenyl)boronic acid